[Ag].[Mg] Magnesium-silver